ClC(C)C1=CC(=CC(=C1)S(=O)(=O)C)F 1-(1-chloroethyl)-3-fluoro-5-methanesulfonylbenzene